FC=1C=C2N=C(C(=NC2=CC1)SC1=NN=NN1C)SC1=NN=NN1C 6-Fluoro-2,3-bis((1-methyltetrazol-5-yl)thio)quinoxaline